Thymyl Thymyloxyacetate C1(=CC(C)=CC=C1C(C)C)OCC(=O)OC1=CC(C)=CC=C1C(C)C